monomethylfuranone CC1C(OC=C1)=O